C1=C(C=CC2=CC=CC=C12)C(=O)NC1=C(C=CC=C1)C=1OC2=C(N1)C=C(C=C2)CN2CCN(CC2)C(=O)OC(C)(C)C tert-Butyl 4-((2-(2-(2-naphthamido)phenyl)benzo[d]oxazol-5-yl)methyl)piperazine-1-carboxylate